tert-butyl ((2-(trifluoromethyl)-6,7-dihydro-5H-benzo[c]imidazo[1,2-a]azepin-9-yl)methyl)carbamate FC(C=1N=C2N(CCCC3=C2C=CC(=C3)CNC(OC(C)(C)C)=O)C1)(F)F